NCCOCCOCCOCC 4,7,10-trioxa-1-azadodecan